C=1C=C(N2C1C=CC=CC=C2)C(=O)[O-] pyrrolo[1,2-a]azocine-3-carboxylate